(S)-7-bromo-6-fluoro-10-isopropyl-2-methyl-9,10-dihydro-8-oxa-2,4,10a-triazanaphtho[2,1,8-cde]azulen-1(2H)-one BrC1=C(C=C2N=CC=3N(C(N4[C@H](COC1=C2C34)C(C)C)=O)C)F